FC(C1=NC=CC(=C1)C1=CN(C2=NC=C(C=C21)B2OC(C(O2)(C)C)(C)C)S(=O)(=O)C2=CC=C(C)C=C2)F 3-(2-(difluoromethyl)pyridin-4-yl)-5-(4,4,5,5-tetramethyl-1,3,2-dioxaborolan-2-yl)-1-tosyl-1H-pyrrolo[2,3-b]pyridine